CNC(=O)NCCCN(C)C N-methyl-N'-(3-dimethylaminopropyl)urea